N-(cyclopropylmethoxyimino-(6-difluoromethoxy-2,3-difluoro-phenyl)-methyl)-2-phenyl-acetamide methyl-(2E,4S,5R)-5-[(4-bromophenyl)methoxy]-4-[[(tert-butoxy)carbonyl]amino]hex-2-enoate COC(\C=C\[C@@H]([C@@H](C)OCC1=CC=C(C=C1)Br)NC(=O)OC(C)(C)C)=O.C1(CC1)CON=C(NC(CC1=CC=CC=C1)=O)C1=C(C(=CC=C1OC(F)F)F)F